C(#N)C1=CC=C(CN)C=C1 4-cyanobenzyl-amine